COC=1C=C(CNC([O-])=O)C=C(C1)OC 3,5-dimethoxybenzylcarbamate